N-[(1R)-1-(3-bromophenyl)ethyl]-2-methyl-6-phenoxypyrimido[5,4-d]pyrimidin-4-amine BrC=1C=C(C=CC1)[C@@H](C)NC=1C2=C(N=C(N1)C)C=NC(=N2)OC2=CC=CC=C2